[N-](S(=O)(=O)C(F)(F)F)S(=O)(=O)C(F)(F)F.[Li+] Lithium bis(trifluoromethane)sulfonimide salt